3,3-dimethyl-5-(methylthio)-3,4-dihydro-2H-pyrrole Hydroiodide I.CC1(CN=C(C1)SC)C